C1(=CC=C(C=C1)CN1N=CC2=CC(=CC(=C12)C(=O)N[C@@H](C)C1=CC=C(C(=O)O)C=C1)C1=CC=C(C=C1)F)C1=CC=CC=C1 (S)-4-(1-(1-([1,1'-biphenyl]-4-ylmethyl)-5-(4-fluorophenyl)-1H-indazole-7-carboxamido)ethyl)benzoic acid